ClC=1C(=C(C=CC1F)C(C(=O)NC)N(C1=NN=NN1CC1=CC=C(C=C1)OC)C1=NC(=CC(=N1)CF)C(F)(F)F)F (3-chloro-2,4-difluorophenyl)-2-((4-(fluoromethyl)-6-(trifluoromethyl)pyrimidin-2-yl)(1-(4-methoxybenzyl)-1H-tetrazol-5-yl)amino)-N-methylacetamide